(2R)-2-((Tetrahydro-2H-pyran-2-yl)oxy)propanal O1C(CCCC1)O[C@@H](C=O)C